1-Aminocyclobutanecarboxylic acid 2-ethylbutyl ester hydrochloride Cl.C(C)C(COC(=O)C1(CCC1)N)CC